Methyl 2-(3-cyanophenyl)-2-methylpropionate C(#N)C=1C=C(C=CC1)C(C(=O)OC)(C)C